ClC1=CC=2C=3C(=CC(=CC3N(C(N(C2N=C1)CC)=O)C1=C(C=C(C=C1F)NCCNCCO)F)Cl)F 4,13-dichloro-10-[2,6-difluoro-4-({2-[(2-hydroxyethyl)amino]ethyl}amino)phenyl]-8-ethyl-15-fluoro-6,8,10-triazatricyclo[9.4.0.02,7]pentadeca-1(11),2(7),3,5,12,14-hexaen-9-one